cyclobutyl N-[4-chloro-2-[[(1S)-3-(methylamino)-2,3-dioxo-1-[[(3S)-2-oxopyrrolidin-3-yl]methyl]propyl]carbamoyl]phenyl]carbamate ClC1=CC(=C(C=C1)NC(OC1CCC1)=O)C(N[C@H](C(C(=O)NC)=O)C[C@H]1C(NCC1)=O)=O